(3R)-Oxetan-3-yl 4-methylbenzenesulfonate CC1=CC=C(C=C1)S(=O)(=O)OC1COC1